2-(2-methyl-4-(5-(3,4,5-trichlorophenyl)-5-(trifluoromethyl)-4,5-dihydroisoxazol-3-yl)benzamido)-N-propyl-4,5,6,7-tetrahydrobenzothiophene-3-carboxamide CC1=C(C(=O)NC=2SC3=C(C2C(=O)NCCC)CCCC3)C=CC(=C1)C1=NOC(C1)(C(F)(F)F)C1=CC(=C(C(=C1)Cl)Cl)Cl